tert-butyl (1R,5S)-3-(2,6-dichloro-8-fluoro-7-((R or S)-3-(methoxymethoxy)naphthalen-1-yl)quinazolin-4-yl)-3,8-diazabicyclo[3.2.1]octane-8-carboxylate ClC1=NC2=C(C(=C(C=C2C(=N1)N1C[C@H]2CC[C@@H](C1)N2C(=O)OC(C)(C)C)Cl)C2=CC(=CC1=CC=CC=C21)OCOC)F